4-(sulfamoyl)phenylboronic acid S(N)(=O)(=O)C1=CC=C(C=C1)B(O)O